C[C@@H]1N(CC1)C1=NC(=C(C(=N1)C=1C=NN(C1)CC(=O)N1CCNCC1)CC)C(F)F 2-(4-{2-[(S)-2-methyl-1-azetidinyl]-6-(difluoromethyl)-5-ethyl-4-pyrimidinyl}-1-pyrazolyl)-1-(1-piperazinyl)-1-ethanone